N-(1-(tert-butyl)-6-cyano-4-fluoro-1H-benzo[d]imidazol-2-yl)-4,4-difluoro-3,3-dimethylbutanamide C(C)(C)(C)N1C(=NC2=C1C=C(C=C2F)C#N)NC(CC(C(F)F)(C)C)=O